FC=1C=C(C=CC1)C1=CNC=2N=C(N=C(C21)OC)NC2=CC=C(C=C2)CN2CCN(CC2)C 5-(3-fluorophenyl)-4-methoxy-N-(4-((4-methyl-piperazin-1-yl)methyl)phenyl)-7H-pyrrolo[2,3-d]pyrimidin-2-amine